C(C1=CC=CC=C1)OC1=NC(=NC2=C(C=C(C=C12)C)C(C)=O)C1=CC=NC=C1 1-(4-(benzyloxy)-6-methyl-2-(pyridin-4-yl)quinazolin-8-yl)ethan-1-one